2-chloropyridine-5-Boronic acid pinacol ester ClC1=NC=C(C=C1)B1OC(C)(C)C(C)(C)O1